N1[C@H](CC1)COC1=C(N(N=C1)C(F)F)C1=CC=2N(C=C1)N=C(C2)NC2=NC(=NC(=C2)C)C 5-[4-[[(2R)-azetidin-2-yl]methoxy]-2-(difluoromethyl)pyrazol-3-yl]-N-(2,6-dimethylpyrimidin-4-yl)pyrazolo[1,5-a]pyridin-2-amine